N1=CC(=CC=C1)C1=CC=2NC3=CC=CC=C3C2C=C1 2-(pyridin-3-yl)-9H-carbazole